1-{2-[(tert-butyldimethylsilyl)oxy]ethyl}-4-iodoimidazole [Si](C)(C)(C(C)(C)C)OCCN1C=NC(=C1)I